NC=1C=CC=2N(C3=CC=CC=C3C2C1)CCO 2-(3-amino-9H-carbazol-9-yl)ethan-1-ol